4-mercaptothiophene SC=1C=CSC1